(S)-N-(3'-(4-acryloyl-(methylsulfonyl)piperazin-2-yl)-5'-chloro-[1,1'-biphenyl]-3-yl)acetamide C(C=C)(=O)N1C[C@@H](N(CC1)S(=O)(=O)C)C=1C=C(C=C(C1)Cl)C1=CC(=CC=C1)NC(C)=O